N1NC12CCCCC2 diazaspiro[2.5]octane